C1=NNC2=C1C(=O)NC=N2 The molecule is a bicyclic structure comprising a pyrazole ring fused to a hydroxy-substituted pyrimidine ring. It has a role as a radical scavenger, a gout suppressant, an antimetabolite and an EC 1.17.3.2 (xanthine oxidase) inhibitor. It is an organic heterobicyclic compound and a nucleobase analogue. It derives from a hydride of a 1H-pyrazolo[4,3-d]pyrimidine.